CC1(OB(OC1(C)C)C=1C=CC2=C(C=NO2)C1)C 5-(4,4,5,5-tetramethyl-1,3,2-dioxaborolan-2-yl)benzo[d]isoxazole